Tert-Butyl 2-(4-{[1-(benzyloxy)-6-oxopyridin-2-yl]methyl}-7,10-bis[2-(tert-butoxy)-2-oxoethyl]-1,4,7,10-tetraazacyclododecan-1-yl)acetate C(C1=CC=CC=C1)ON1C(=CC=CC1=O)CN1CCN(CCN(CCN(CC1)CC(=O)OC(C)(C)C)CC(OC(C)(C)C)=O)CC(=O)OC(C)(C)C